CNC(=O)C1=NC(=NC=C1)C N,2-dimethylpyrimidine-4-carboxamide